C(CCCCCCCCCCCCCCCC)(=O)O.CCCCCCCCCCCCCCCCCCCCC heneicosane margarate